vitamin C sodium selenite [Se](=O)([O-])[O-].[Na+].OC=1[C@H](OC(C1O)=O)[C@H](CO)O.[Na+]